3-(2-amino-1-(4-(3,5-dimethylisoxazol-4-yl)phenyl)ethyl)-1,2,3-oxadiazole NCC(C1=CC=C(C=C1)C=1C(=NOC1C)C)N1NOC=C1